5,12-dihydroindolo[3,2-a]carbazole-6,7-d2 C1=C2C(=CC=C1)NC1=C2C=2NC3=CC=CC=C3C2C(=C1[2H])[2H]